[Cl-].[NH4+].[NH4+].[Cl-] bisammonium chloride